N1=CC=C2N1C=CC(=N2)OCC(=O)O 2-(pyrazolo[1,5-a]pyrimidin-5-yloxy)acetic acid